3-(2-(5-(3-bromobenzylidene)-3-(4-methylphenyl)-4-oxothiazolidine-2-ylidene)hydrazono)-5-chloroindol-2-one BrC=1C=C(C=C2C(N(C(S2)=NN=C2C(NC3=CC=C(C=C23)Cl)=O)C2=CC=C(C=C2)C)=O)C=CC1